(4-cyanophenyl)propionic acid C(#N)C1=CC=C(C=C1)C(C(=O)O)C